FC(C1=CC=C(CN2C=3N(CC(C2)CN)N=CC3)C=C1)(F)F (4-(4-(trifluoromethyl)benzyl)-4,5,6,7-tetrahydropyrazolo[1,5-a]pyrimidin-6-yl)methanamine